BrC1=CC=C2OC=3C=CC=4C(N(C(C5=CC=C(C3C45)C2=C1)=O)CCCCCO)=O 9-bromo-2-(5-hydroxypentyl)-1H-xantheno[2,1,9-def]isoquinoline-1,3(2H)-dione